4-((1H-pyrazol-1-yl)methyl)-N-((5-chloro-2,3-dihydrobenzofuran-7-yl)sulfonyl)-3-methoxybenzamide N1(N=CC=C1)CC1=C(C=C(C(=O)NS(=O)(=O)C2=CC(=CC=3CCOC32)Cl)C=C1)OC